NCCCCCCCCC=O 9-amino-[1-nonanal]